C(CCCCCCC)(=O)OCC(COC(CCCCCCC)=O)(C)COCC1=CC=CC=C1 2-((benzyloxy)methyl)-2-methylpropane-1,3-diyl Dioctanoate